C(C)(C)(C)OC(=O)N1CC=2N(CC1)C=NC2C=2C(=NC=CC2)C(C)C (2-Isopropylpyridin-3-yl)-5,6-Dihydroimidazo[1,5-a]pyrazine-7(8H)-carboxylic acid tert-butyl ester